NCC1=NC=C(C=C1)Br 2-aminomethyl-5-bromopyridine